2-iodo-4-fluoro-α-methylstyrene IC1=C(C(=C)C)C=CC(=C1)F